N=1C=NN2C1C=CC(=C2)C=2C=CN1N=C(N=C(C12)OC)NC1CC(C1)(O)C (1R,3R)-3-((5-([1,2,4]triazolo[1,5-a]pyridin-6-yl)-4-methoxypyrrolo[2,1-f][1,2,4]triazin-2-yl)amino)-1-methylcyclobutan-1-ol